3-(4-(4-(1-(pent-3-yl)-1H-pyrazol-4-yl)pyrazolo[1,5-a]pyrazin-6-yl)-1H-pyrazol-1-yl)propan-1-ol CCC(CC)N1N=CC(=C1)C=1C=2N(C=C(N1)C=1C=NN(C1)CCCO)N=CC2